C(=O)(OC(C)(C)C)NCCCC(=O)O 4-((Boc)amino)butanoic acid